[N+](=O)([O-])C=1C=C(C[C@H](N)C(=O)O)C=CC1 3-nitrophenylalanine